tert-butyl 4-[[4-bromo-2-(trifluoromethoxy)phenyl]methyl]piperazine-1-carboxylate BrC1=CC(=C(C=C1)CN1CCN(CC1)C(=O)OC(C)(C)C)OC(F)(F)F